(S)-1-(2,6-dichlorophenyl)-4-((4-(3-(dimethylamino)pyrrolidine-1-carbonyl)phenyl)amino)-1H-pyrazole-3-carboxamide ClC1=C(C(=CC=C1)Cl)N1N=C(C(=C1)NC1=CC=C(C=C1)C(=O)N1C[C@H](CC1)N(C)C)C(=O)N